FC=1C(=C2N(CC=3N(C2=CC1)N=C(N3)C)C)N=C(C3=CC=CC=C3)C3=CC=CC=C3 N-(7-fluoro-2,5-dimethyl-4,5-dihydro-[1,2,4]triazolo[1,5-a]quinoxalin-6-yl)-1,1-diphenylmethanimine